3-(1-Ethyl-3-(3-nitrophenyl)-1H-pyrazol-4-yl)-4-methyl-4H-1,2,4-triazole C(C)N1N=C(C(=C1)C1=NN=CN1C)C1=CC(=CC=C1)[N+](=O)[O-]